C(CCCCCCCCCCCCCCCCCC(=O)N)CCCCCCCCCCCCCCCCCC(=O)N methylenebisstearic acid amide